C(C)C1=CC=C(C=C1)[C@]1(COCC1)CO (S)-(3-(4-ethylphenyl)tetrahydrofuran-3-yl)methanol